2-(cyclohexylamino)-4-phenylbutanamide dihydrochloride Cl.Cl.C1(CCCCC1)NC(C(=O)N)CCC1=CC=CC=C1